COC1=C(C(=CC(=C1)C)C)C=1N=CC2=C(N1)N=C(S2)[C@H]2CN(CCC2)C(=O)OC(C)(C)C |r| tert-butyl rac-(3R)-3-[5-(2-methoxy-4,6-dimethyl-phenyl)thiazolo[4,5-d]pyrimidin-2-yl]piperidine-1-carboxylate